(±)-(4Z)-4-(1,3-Benzothiazol-6-ylmethylene)-2-[(1-cyclohexyl-2-methoxy-ethyl)amino]-1H-imidazol-5-one S1C=NC2=C1C=C(C=C2)\C=C\2/N=C(NC2=O)N[C@@H](COC)C2CCCCC2 |r|